ClC1=CC=C(C(=N1)C1=NOC(N1)=O)N[C@H](C)C=1C=C(C=C2C(C(=C(OC12)C=1C=CC=2C(N1)=CN(N2)C)C)=O)C 3-[6-Chloro-3-[[(1R)-1-[3,6-dimethyl-2-(2-methylpyrazolo[4,3-b]pyridin-5-yl)-4-oxo-chromen-8-yl]ethyl]amino]-2-pyridyl]-4H-1,2,4-oxadiazol-5-one